N[14C@@H](CC1=CC=C(C=C1)O)C(=O)O [14C]-L-tyrosine